Methyl 2-((1S,4S,5R)-5-((5-cyclopropyl-3-(2-(trifluoromethoxy)phenyl)isoxazol-4-yl)methoxy)-2-azabicyclo[2.2.1]heptan-2-yl)-4-fluorobenzo[d]thiazole-6-formate C1(CC1)C1=C(C(=NO1)C1=C(C=CC=C1)OC(F)(F)F)CO[C@H]1[C@@H]2CN([C@H](C1)C2)C=2SC1=C(N2)C(=CC(=C1)C(=O)OC)F